ethyl 6-(3-amino-3-azabicyclo[3.1.0]hexan-6-yl)-1-(4-methoxyphenyl)-7-oxo-4,5,6,7-tetrahydro-1H-pyrazolo[3,4-c]pyridine-3-carboxylate NN1CC2C(C2C1)N1C(C2=C(CC1)C(=NN2C2=CC=C(C=C2)OC)C(=O)OCC)=O